C(C1=CC=CC=C1)(=O)C1C(=O)N(C(C1)=O)Cl benzoyl-N-chlorosuccinimide